4-(2-pyrenyl)butyl acrylate C(C=C)(=O)OCCCCC1=CC2=CC=C3C=CC=C4C=CC(=C1)C2=C43